C/C(=N\O)/C1=CC=C(C=C1)OC p-methoxyacetophenone oxime